2-(2-(cyclopropanesulfonylamino)thiazol-4-yl)-N-(4-(4-methoxypyridin-2-yl)phenyl)-2-methylpropanamide C1(CC1)S(=O)(=O)NC=1SC=C(N1)C(C(=O)NC1=CC=C(C=C1)C1=NC=CC(=C1)OC)(C)C